ClC=1C=C(C=C(C1OCC(CC)O)F)C=1C(CC(NN1)=O)C 6-[3-chloro-5-fluoro-4-(2-hydroxybutoxy)phenyl]-5-methyl-4,5-dihydro-2H-pyridazin-3-one